N-((4,4-difluorocyclohexyl)methyl)-5-(3-(2,2-difluoroethyl)-2-methyl-3H-imidazo[4,5-b]pyridin-5-yl)-7H-pyrrolo[2,3-d]pyrimidin-2-amine FC1(CCC(CC1)CNC=1N=CC2=C(N1)NC=C2C2=CC=C1C(=N2)N(C(=N1)C)CC(F)F)F